8-Methyl-2-(pyridin-2-ylmethyl)-N-[(2R)-tetrahydrofuran-2-ylmethyl]-4,5-dihydro-2H-furo[2,3-g]indazol-7-carboxamid CC1=C(OC=2CCC3=CN(N=C3C21)CC2=NC=CC=C2)C(=O)NC[C@@H]2OCCC2